6-Hydroxy-2-hexanone OCCCCC(C)=O